chloromethyl keton ClCC(=O)CCl